O1CCN(CC1)CCOC1=C(C=C2C(=NC=NC2=C1)NC=1C=C2C=CC=NC2=CC1)[N+](=O)[O-] 7-(2-morpholinoethoxy)-6-nitro-N-(quinolin-6-yl)quinazolin-4-amine